CS(=O)(=O)OCC1CCC(CC1)=O (4-oxocyclohexyl)methyl methanesulfonate